2-fluoro-4-[3-(4-methylpiperazin-1-yl)propoxy]phenol FC1=C(C=CC(=C1)OCCCN1CCN(CC1)C)O